C(C)(C)(C)OC(=O)N1C2CCC(C1)C2CC(=O)O (2-(tert-Butoxycarbonyl)-2-azabicyclo[2.2.1]heptan-7-yl)acetic acid